2,6-diamino-diaminobenzene NC1=CC(=C(C=C1N)N)N